N-(2-(8-oxa-1-azaspiro[4.5]decan-4-yl)thieno[2,3-b]pyridin-4-yl)-6-fluorobenzo[d]thiazol-5-amine N1CCC(C12CCOCC2)C2=CC=1C(=NC=CC1NC=1C(=CC3=C(N=CS3)C1)F)S2